N-(2,4-difluorophenyl)-2-methoxybenzamide FC1=C(C=CC(=C1)F)NC(C1=C(C=CC=C1)OC)=O